5-bromo-7-fluoro-1-methyl-benzoimidazol-2-amine BrC1=CC2=C(N(C(=N2)N)C)C(=C1)F